NC1=NC(=NC=N1)N1C[C@@](CCC1)(C)F (3S,4R)-1-(4-amino-1,3,5-triazin-2-yl)-3-fluoro-3-methylpiperidin